CN1CCOC2=C(C(OC3=NC4=C(C1=O)C=NN4C=C3)C)C=CC=C2 5,13-dimethyl-6,7-dihydro-13H-1,15-ethenopyrazolo[4,3-f][1,10,4,8]benzodioxadiazacyclotridecin-4(5H)-one